Methyl (S)-2-(4-(2-((tert-butoxycarbonyl)amino)-2-cycloheptylacetamido)-3-fluorophenyl)acetate C(C)(C)(C)OC(=O)N[C@H](C(=O)NC1=C(C=C(C=C1)CC(=O)OC)F)C1CCCCCC1